NC1=NC2=CC=C(C=C2C=C1C1CC1)C(=O)OC methyl 2-amino-3-cyclopropylquinoline-6-carboxylate